NS(=O)(=O)O.C(CCCCCCC\C=C/CCCCCCCC)(=O)O oleic acid amidosulfonate